N-((S)-1-(((R)-2-amino-6,7-dihydro-5H-cyclopenta[b]pyridin-5-yl)amino)-1-oxopropan-2-yl)-4-(3-chlorophenyl)-1,2,5,6-tetrahydropyridine-2-carboxamide NC1=CC=C2C(=N1)CC[C@H]2NC([C@H](C)NC(=O)C2NCCC(=C2)C2=CC(=CC=C2)Cl)=O